benzyl 3-((2-amino-2-oxoethoxy)methyl)azepane-1-carboxylate NC(COCC1CN(CCCC1)C(=O)OCC1=CC=CC=C1)=O